3-Amino-N-(3-(4-amino-4-methylpiperidin-1-yl)pyridin-2-yl)-6-(3-(trifluoromethyl)pyridin-2-yl)pyrazin-2-carboxamid NC=1C(=NC(=CN1)C1=NC=CC=C1C(F)(F)F)C(=O)NC1=NC=CC=C1N1CCC(CC1)(C)N